BrC1=CC(=C(C=C1F)NS(=O)(=O)C=1C=NN2C1C=CC(=C2)OC(C)C)F N-(4-bromo-2,5-difluorophenyl)-6-isopropoxypyrazolo[1,5-a]pyridine-3-sulfonamide